BrCC1=C(C=CC(=C1CBr)[N+](=O)[O-])F 2,3-bis(bromomethyl)-1-fluoro-4-nitrobenzene